FC=1C=C(C=CC1F)[C@H]1[C@@H](C1)NC1=C2C(=NC(=N1)SC)N(N=C2)CC N-((1R,2S)-2-(3,4-difluorophenyl)cyclopropyl)-1-ethyl-6-(methylsulfanyl)-1H-pyrazolo[3,4-d]pyrimidin-4-amine